FC(OC1=CC=C(C=C1)C=1C=C(C=CC1)C=1NC=NN1)(F)F 5-(3-(4-trifluoromethoxyphenyl)phenyl)-4H-1,2,4-triazole